N-(4-(1-(2-cyanoacetyl)piperidin-4-yl)-1H-pyrrolo[2,3-b]pyridin-6-yl)cyclopropylcarboxamide C(#N)CC(=O)N1CCC(CC1)C1=C2C(=NC(=C1)NC(=O)C1CC1)NC=C2